ClC1=CC=C(O[C@H](C(=O)NOCCN2C(CCC2)=O)C)C=C1 (2S)-2-(4-chlorophenoxy)-N-[2-(2-oxopyrrolidin-1-yl)ethoxy]propanamide